tert-butyl (R)-3-(4-(3H-[1,2,3]triazolo[4,5-b]pyridin-3-yl)-2-fluoro-N-(6-(isopropylcarbamoyl) isoquinolin-1-yl)benzamido)piperidine-1-carboxylate N1=NN(C2=NC=CC=C21)C2=CC(=C(C(=O)N(C1=NC=CC3=CC(=CC=C13)C(NC(C)C)=O)[C@H]1CN(CCC1)C(=O)OC(C)(C)C)C=C2)F